FC1=C(C(=CC=C1)F)C1=NC=2N(C(=N1)NC1CCC(CC1)N(C)C)N=CC2C(F)(F)F (1r,4r)-N1-(2-(2,6-difluorophenyl)-8-(trifluoromethyl)pyrazolo[1,5-a][1,3,5]triazin-4-yl)-N4,N4-dimethylcyclohexane-1,4-diamine